sodium (S)-3-(3-(1-methyl-4-oxido-2-oxo-1,2-dihydropyridin-3-yl)ureido)-3-(5-(3-(trifluoro methoxy)phenyl)thiophen-2-yl)propanoate CN1C(C(=C(C=C1)[O-])NC(N[C@@H](CC(=O)[O-])C=1SC(=CC1)C1=CC(=CC=C1)OC(F)(F)F)=O)=O.[Na+].[Na+]